CC=1C=C2C(=CC1)NC1=C2CC(NC2=C1C=CC=C2)=O 9-methyl-7,12-dihydro-indolo[3,2-d][1]benzazepin-6(5H)-one